P(O)(O)(O)=S.P1(=O)(OSO1)O thio Phosphate (thiophosphorate)